C1(=CC=CC2=CC=CC=C12)C1=C(C=CC=C1)C1=CC=CC2=C1C1=C3C=CC=CC3=CC=C1C=1C=CC=CC21 [(naphthyl)phenyl]benzochrysene